7-chloro-1-(cyclobutylmethyl)-1H-indole-2-carbaldehyde ClC=1C=CC=C2C=C(N(C12)CC1CCC1)C=O